OCC(CO)(CO)CO 2,2-bis-hydroxymethyl-propane-1,3-diol